FC(C(CC(=O)N1CCC(CC1)(O)CN1C=NC=2C(C1=O)=NN(C2C=2C=C1CCC(C1=CC2)=O)C)C2=CC=CC=C2)F 6-((1-(4,4-difluoro-3-phenylbutyryl)-4-hydroxypiperidin-4-yl)methyl)-2-methyl-3-(1-oxo-2,3-dihydro-1H-inden-5-yl)-2H-pyrazolo[4,3-d]pyrimidin-7(6H)-one